FC1=CC=C(OCC=2N=C3N(C=C(C=N3)C=3C=CC(=C(N)C3)OC)C2)C=C1 5-[2-[(4-fluorophenoxy)methyl]imidazo[1,2-a]pyrimidin-6-yl]-2-methoxy-aniline